C12(CC3CC(CC(C1)C3)C2)C=2C(=C(C=C(C2)C(C)(C)C)C2=C(C=CC=C2)Br)OC2OCCCC2 2-((3-(1-adamantyl)-2'-bromo-5-(tert-butyl)-[1,1'-biphenyl]-2-yl)oxy)tetrahydro-2H-pyran